N-[(E)-3-fluoro-2-[[2-[4-[(3S)-3-hydroxypyrrolidine-1-carbonyl]-1-piperidinyl]pyrimidin-5-yl]oxymethyl]allyl]carbamic acid tert-butyl ester C(C)(C)(C)OC(NC/C(=C\F)/COC=1C=NC(=NC1)N1CCC(CC1)C(=O)N1C[C@H](CC1)O)=O